C1(CC1)C1=NN(C=C1)CC(=O)N[C@@H](CC1=CC(=CC(=C1)F)F)C1=NC2=CC(=CC=C2C(N1C1=CC=C(C=C1)S(=O)(=O)N1CCOCC1)=O)C1=C(C=CC(=C1)F)F (S)-2-(3-cyclopropyl-1H-pyrazol-1-yl)-N-(2-(3,5-difluorophenyl)-1-(7-(2,5-difluorophenyl)-3-(4-(morpholinosulfonyl)phenyl)-4-oxo-3,4-dihydroquinazolin-2-yl)ethyl)acetamide